6-hydrazino-7H-purin-2(3H)-one N(N)C=1C=2NC=NC2NC(N1)=O